C(C)OCC1=C(C=C(C=C1)C)N1/C(/SCC1=O)=N/C(=O)NC1=C(C=C(C=C1)C1=NN(C=N1)C1=CC=C(C=C1)C(C(F)(F)F)(F)F)C (Z)-1-(3-(2-(ethoxymethyl)-5-methylphenyl)-4-oxothiazolidin-2-ylidene)-3-(2-methyl-4-(1-(4-(perfluoroethyl)phenyl)-1H-1,2,4-triazol-3-yl)phenyl)urea